N-(6-methoxy-2-((1r,4r)-4-(piperazin-1-yl)cyclohexyl)-2H-indazol-5-yl)-6-(trifluoromethyl)picolinamide COC=1C(=CC2=CN(N=C2C1)C1CCC(CC1)N1CCNCC1)NC(C1=NC(=CC=C1)C(F)(F)F)=O